C(CCCCC)SC=1N=NN(N1)CC[Si](OC)(OC)OC 5-hexylthio-2-[2-(trimethoxysilyl)ethyl]-2H-tetrazole